ClC=1C(=NN(C1NC(=O)N[C@@H]1CN(C[C@H]1C1=CC(=C(C=C1)F)F)CCOC)C1=CC=CC=C1)OCC(F)(F)F 1-(4-chloro-1-phenyl-3-(2,2,2-trifluoroethoxy)-1H-pyrazol-5-yl)-3-((3S,4R)-4-(3,4-difluorophenyl)-1-(2-methoxyethyl)pyrrolidin-3-yl)urea